C1(=CC=CC=C1)CS(=O)(=O)OC1=C(OC(C1=O)C1=CC2=C(OC(O2)(F)F)C=C1)N 2-amino-5-(2,2-difluorobenzo[d][1,3]dioxol-5-yl)-4-oxo-4,5-dihydrofuran-3-yl phenylmethanesulfonate